(R)-2'-(3-(3,4-dihydroisoquinoline-2(1H)-yl)-2-hydroxypropyl)-7'-nitro-2',3'-dihydro-1'H-spiro[cyclopropane-1,4'-isoquinoline] C1N(CCC2=CC=CC=C12)C[C@H](CN1CC2=CC(=CC=C2C2(C1)CC2)[N+](=O)[O-])O